2-(1H-Imidazol-1-yl)-N-(tetrahydrofuran-3-yl)-5H-pyrrolo[3,2-d]pyrimidine-4-carboxamide N1(C=NC=C1)C=1N=C(C2=C(N1)C=CN2)C(=O)NC2COCC2